C(C)(C)(C)[SiH](C1=CC(=NN1CCOCCNC(OC(C)(C)C)=O)[N+](=O)[O-])C(C)(C)C tert-butyl (2-(2-(5-(di-tert-butylsilyl)-3-nitro-1H-pyrazol-1-yl)ethoxy)ethyl)carbamate